FC=1C=C(OCC(=O)N2CC3C(C2C(=O)NN(C(OC(C)(C)C)=O)C[C@H]2C(NCC2)=O)CCC3)C=C(C1)F trans-tert-butyl N-[[2-[2-(3,5-difluorophenoxy)acetyl]-3,3a,4,5,6,6a-hexahydro-1H-cyclopenta[c]pyrrole-3-carbonyl]amino]-N-[[(3S)-2-oxopyrrolidin-3-yl]methyl]carbamate